C(C=C)(=O)[O-].[Ti+4].C(C=C)(=O)[O-].C(C=C)(=O)[O-].C(C=C)(=O)[O-] titanium acrylate